3-(acetylamino)-6-amino-acridine C(C)(=O)NC=1C=CC2=CC3=CC=C(C=C3N=C2C1)N